COC=1C=C(C=C2C=C(N=NC12)C([2H])([2H])[2H])C(=O)OC methyl 8-methoxy-3-(methyl-d3)cinnoline-6-carboxylate